p-nitrophenyl carbamate C(N)(OC1=CC=C(C=C1)[N+](=O)[O-])=O